5,6-dimethyl-9-(piperazin-1-yl)-6H-pyrido[4,3-b]carbazole CC1=C2C(=CC=3C=4C=C(C=CC4N(C13)C)N1CCNCC1)C=NC=C2